[In].[In].[In].[Co] cobalt tri-indium